4-methylenepyrrolidine-2-carboxylic acid methyl ester COC(=O)C1NCC(C1)=C